6-(4-chlorophenyl)-2-(5-fluoropyridin-3-yl)-N-(1-hydroxypropan-2-yl)-3-oxo-2,3-dihydropyridazine-4-carboxamide ClC1=CC=C(C=C1)C=1C=C(C(N(N1)C=1C=NC=C(C1)F)=O)C(=O)NC(CO)C